N-(3-cyano-1H-indol-5-yl)-6-oxo-1,6-dihydropyrimidine-4-carboxamide C(#N)C1=CNC2=CC=C(C=C12)NC(=O)C=1N=CNC(C1)=O